2-methoxy-4-(3-oxo-3-{[10,13-dimethyl-17-(5,6-dimethylhept-2-yl)-2,3,4,7,8,9,11,12,14,15,16,17-dodecahydro-1H-cyclopenta[a]phenanthren-3-yl]oxy}prop-1-enyl)phenolate COC1=C(C=CC(=C1)C=CC(OC1CCC2(C3CCC4(C(CCC4C3CC=C2C1)C(C)CCC(C(C)C)C)C)C)=O)[O-]